[C@H]12CN(C[C@H](CC1)N2)C2=NC(=NC1=C(C(=CC=C21)C2=CC(=CC1=CC=CC=C21)O)F)OCCO 4-(4-((1R,5S)-3,8-diazabicyclo[3.2.1]octan-3-yl)-8-fluoro-2-(2-hydroxyethoxy)quinazolin-7-yl)naphthalen-2-ol